phenylene Dibenzoate Hydrochloride Cl.C(C1=CC=CC=C1)(=O)OC1=C(C=CC=C1)OC(C1=CC=CC=C1)=O